di(triphenylphosphine) ammonium chloride [Cl-].[NH4+].C1(=CC=CC=C1)P(C1=CC=CC=C1)C1=CC=CC=C1.C1(=CC=CC=C1)P(C1=CC=CC=C1)C1=CC=CC=C1